C(#N)C1=C(C(=CC=C1)F)C1=CC=C2C(=CN(C2=C1)CC(C)(C)C)[C@@H](C)NS(=O)(=O)C1CC1 N-[(1R)-1-[6-(2-cyano-6-fluoro-phenyl)-1-(2,2-dimethylpropyl)indol-3-yl]ethyl]cyclopropanesulfonamide